The molecule is an organic disulfide arising from oxidative coupling of the thiol functions of coenzyme A and glutathione. It is an organic disulfide and a glutathione derivative. It derives from a coenzyme A. It is a conjugate acid of a CoA-glutathione(5-). CC(C)(COP(=O)(O)OP(=O)(O)OC[C@@H]1[C@H]([C@H]([C@@H](O1)N2C=NC3=C(N=CN=C32)N)O)OP(=O)(O)O)[C@H](C(=O)NCCC(=O)NCCSSC[C@@H](C(=O)NCC(=O)O)NC(=O)CC[C@@H](C(=O)O)N)O